C[C@@H](CN[C@H](C)C1=CC=CC2=CC=CC=C12)CC (2R,αR)-2-Methylbutyl-α-1-naphthylethylamine